NC1=NC=NN2C1=CC=C2C=2C=CC(=C(C2)NC(=O)N2OCC[C@H]2C2=CC=CC=C2)C (S)-N-(5-(4-aminopyrrolo[2,1-f][1,2,4]triazin-7-yl)-2-methylphenyl)-3-phenylisooxazolidine-2-carboxamide